NC1=C2C(=NC=N1)N(N=C2C2=CC=C(C=C2)OC2=CC=CC=C2)CCN(C(C=C)=O)C N-(2-(4-amino-3-(4-phenoxyphenyl)-1H-pyrazolo[3,4-d]pyrimidin-1-yl)ethyl)-N-methylacrylamide